[N+](=O)([O-])C1=CC=C(C=C1)S(=O)(=O)OCCOC1=C(CN(CC(=O)OC(C)(C)C)CC(=O)OC(C)(C)C)C=CC(=C1)C=1N=NC=NN1 Di-tert-butyl 2,2'-((2-(2-(((4-nitrophenyl)sulfonyl)oxy)ethoxy)-4-(1,2,4,5-tetrazin-3-yl)benzyl) azanediyl)diacetate